vanadium (III) sulfide [S-2].[V+3].[S-2].[S-2].[V+3]